[1-(2,6-dioxo-3-piperidinyl)-3-methyl-2-oxo-benzimidazol-5-yl]Valeric acid O=C1NC(CCC1N1C(N(C2=C1C=CC(=C2)C(C(=O)O)CCC)C)=O)=O